The molecule is the monocarboxylic acid amide resulting from the formal condensation of N,N-diethylglycine with 2,6-dimethylaniline. It has a role as a local anaesthetic, an anti-arrhythmia drug, an environmental contaminant, a xenobiotic and a drug allergen. It is a monocarboxylic acid amide, a tertiary amino compound and a member of benzenes. It derives from a glycinamide. CCN(CC)CC(=O)NC1=C(C=CC=C1C)C